(1r,2'S,4S)-4-(3-chloroanilino)-2'-{(2R)-3-[(3-cyclopropylpyridin-4-yl)oxy]-2-methylpropyl}-2',3'-dihydrospiro[cyclohexane-1,1'-indene]-4-carboxylic acid ClC=1C=C(NC2(CCC3([C@H](CC4=CC=CC=C34)C[C@H](COC3=C(C=NC=C3)C3CC3)C)CC2)C(=O)O)C=CC1